2-[5-bromo-4-(4-fluorophenyl)-1H-imidazol-1-yl]-1-{2-oxa-6-azaspiro[3.3]heptan-6-yl}ethan-1-one BrC1=C(N=CN1CC(=O)N1CC2(COC2)C1)C1=CC=C(C=C1)F